e-maleimidocaproic acid hydrazide C1(C=CC(N1C(C(=O)NN)CCCC)=O)=O